[8-(1-hexylnonoxy)-8-oxo-octyl](2S)-4-hydroxy-1-(6-oxo-6-undecoxy-hexyl)pyrrolidine-2-carboxylate C(CCCCC)C(CCCCCCCC)OC(CCCCCCCOC(=O)[C@H]1N(CC(C1)O)CCCCCC(OCCCCCCCCCCC)=O)=O